ClCC1=CC(=NC(=C1)C=1SC(=CN1)C(F)(F)F)NC1=CC2=C(C=N1)N(C(N2[C@H]2C[C@@H](CC2)NC(OC)=O)=O)C([2H])([2H])[2H] methyl ((1R,3R)-3-(6-((4-(chloromethyl)-6-(5-(trifluoromethyl)thiazol-2-yl)pyridin-2-yl)amino)-3-(methyl-d3)-2-oxo-2,3-dihydro-1H-imidazo[4,5-c]pyridin-1-yl)cyclopentyl)carbamate